CCCCCCCCCCCCCCCCCC(=[OH+])CCCCCCCCCCCCCCCCC stearonium